methylthiomethyl-1,2,3-triazole CSCC=1N=NNC1